O=C1NC(CCC1N1C=C2C=CC(=CC2=C1)N1CCN(CC1)CC1CCN(CC1)C1=NN(C2=C1C=NC(=C2)NC2=NC(=NC=C2)N2CCC(CC2)OC)C(C)C)=O 2-(2,6-dioxopiperidin-3-yl)-5-(4-((1-(1-isopropyl-6-((2-(4-methoxypiperidine-1-yl)pyrimidin-4-yl)amino)-1H-pyrazolo[4,3-c]pyridin-3-yl)piperidin-4-yl)methyl)piperazin-1-yl)isoindole